5-chloro-2-(isobutyryloxy)-3-((1-methoxy-3-methyl-1-oxobutan-2-ylimino)methyl)phenyl 4-methylbenzoate CC1=CC=C(C(=O)OC2=C(C(=CC(=C2)Cl)C=NC(C(=O)OC)C(C)C)OC(C(C)C)=O)C=C1